Cl.C(C)C=1C(NC2=CC(=CN=C2C1)CN1CCN(CC1)CC1CCNCC1)=O 3-ethyl-7-((4-(piperidin-4-ylmethyl)piperazin-1-yl)methyl)-1,5-naphthyridin-2(1H)-one hydrochloride